tert-butyl (3S)-3-[(4S)-4-[(S)-(2,3-dichloro-6-hydroxyphenyl)(hydroxy)methyl]azepane-1-carbonyl]pyrrolidine-1-carboxylate ClC1=C(C(=CC=C1Cl)O)[C@H]([C@@H]1CCN(CCC1)C(=O)[C@@H]1CN(CC1)C(=O)OC(C)(C)C)O